FC(C)(F)C1=NC(=CC(=N1)NC1=CC(=NC=C1OCC=1C=NC(=CC1)C)NC(C)=O)C N-(4-((2-(1,1-difluoroethyl)-6-methylpyrimidin-4-yl)amino)-5-((6-methylpyridin-3-yl)methoxy)pyridin-2-yl)acetamide